CC=1N=C(N=NC1C1=C(C=C(C=C1)C=C)O)N[C@H]1CN(CCC1)C (R)-2-(5-methyl-3-((1-methylpiperidin-3-yl)amino)-1,2,4-triazin-6-yl)-5-ethenylphenol